C(C)(C)(C)OC(=O)N1CCC2=CC=C(C=C12)C(=O)O tert-butoxycarbonylindoline-6-carboxylic acid